Methyl 8-bromoimidazo[1,2-a]pyridine-6-carboxylate BrC=1C=2N(C=C(C1)C(=O)OC)C=CN2